2-{[7-amino-4-(3-{3-[(4-methylpiperazin-1-yl)methyl]phenyl}-1H-indazol-5-yl)-1-oxo-2,3-dihydro-1H-isoindol-2-yl]methyl}prop-2-enamide NC=1C=CC(=C2CN(C(C12)=O)CC(C(=O)N)=C)C=1C=C2C(=NNC2=CC1)C1=CC(=CC=C1)CN1CCN(CC1)C